C(C)(C)(C)C=1C(N(C(=NC1Cl)C)C1=C(C(=CC=C1)Cl)Cl)=O tert-butyl-6-chloro-3-(2,3-dichlorophenyl)-2-methylpyrimidin-4(3H)-one